Cl.NC12CC(C1)(C2)NC(COC2(CCC2)OC(F)(F)F)=O N-(3-aminobicyclo[1.1.1]pentan-1-yl)-2-(3-cis-(trifluoromethoxy)cyclobutoxy)acetamide HCl salt